(Z)-2-fluoro-3-(N'-hydroxycarbamimidoyl)-5-methoxybenzoic acid methyl ester COC(C1=C(C(=CC(=C1)OC)/C(/N)=N/O)F)=O